C(C)(C)OC=1C(=CC2=CN(N=C2C1)C1CCN(CC1)C(=O)OC(C)(C)C)C(NC=1C(N(C=CC1)[C@@H]1[C@@H](C1)F)=O)=O tert-butyl 4-[6-isopropoxy-5-[[2-oxo-1-[(1S,2R)-2-fluorocyclopropyl]-3-pyridyl]carbamoyl]indazol-2-yl]piperidine-1-carboxylate